COC(=O)[C@@H]1[C@@H](C[C@@H](CC1)O)NC(=O)OCC1=CC=CC=C1.SCCCCCCCCCCC[Si](OCC)(OCC)OCC 11-mercaptoundecyl-triethoxysilane Methyl-(1S,2R,4R)-2-{[(benzyloxy)carbonyl]amino}-4-hydroxycyclohexanecarboxylate